4-acetyl-5'-O-(4,4'-dimethoxytrityl)-2'-O-(2-cyanoethoxymethyl)cytidine 3'-O-(2-cyanoethyl N,N-diisopropylphosphoramidite) C(#N)CCP(O)(N(C(C)C)C(C)C)O[C@H]1[C@H]([C@@H](O[C@@H]1COC(C1=CC=C(C=C1)OC)(C1=CC=C(C=C1)OC)C1=CC=CC=C1)N1C(=O)NC(N)(C=C1)C(C)=O)OCOCCC#N